2-((diphenylboraneyl)oxy)ethan-1-amine C1(=CC=CC=C1)B(OCCN)C1=CC=CC=C1